ClC=1C=C(C=CC1F)C(C=1NC(=C(N1)S(=O)(=O)C)C)O[C@H]1[C@@H](CCC1)F 2-[(3-chloro-4-fluorophenyl)-[(1R,2R)-2-fluorocyclopentyl]oxymethyl]-5-methyl-4-methyl-sulfonyl-1H-imidazole